FC1=CC=C(CC=2C=NC=3CCNC(C3C2)=O)C=C1 3-(4-fluorobenzyl)-7,8-dihydro-6H-[1,6]naphthyridin-5-one